CCN(CC)C1=CC2=C(C=C1)C=C(C(=O)O2)C3=NC4=CC=CC=C4N3C 3-(2'-N-methylbenzimidazolyl)-7-N,N-diethylaminocoumarin